1-(2-cyclopropylethyl)-N-[[3-[(dimethylamino)carbonyl]phenyl]sulfonyl]-1H-1,2,3-triazole-4-carboxamide C1(CC1)CCN1N=NC(=C1)C(=O)NS(=O)(=O)C1=CC(=CC=C1)C(=O)N(C)C